5-(4,4,5,5-tetramethyl-1,3,2-dioxaborolan-2-yl)-2-(1,2,2-trimethyl-4-piperidyl)indazole CC1(OB(OC1(C)C)C1=CC2=CN(N=C2C=C1)C1CC(N(CC1)C)(C)C)C